C[C@H]1O[C@H](CN(C1)C(=O)C1=CN=C(S1)C1=C(C(=C(C(=C1)F)F)OC)F)C ((2R,6S)-2,6-dimethylmorpholino)(2-(2,4,5-trifluoro-3-methoxyphenyl)thiazol-5-yl)methanone